(R)-2-(6-Methyl-4-((1-methylpiperidin-3-yl)amino)imidazo[1,5-d][1,2,4]triazin-1-yl)-5-(trifluoromethyl)phenol CC1=NC=C2N1C(=NN=C2C2=C(C=C(C=C2)C(F)(F)F)O)N[C@H]2CN(CCC2)C